8-oxo-5,6,7,8-tetrahydroquinoline-3-carbonitrile O=C1CCCC=2C=C(C=NC12)C#N